ClC1=CC(=NC(=C1)C=1C=NC=CC1)OC 4-chloro-2-methoxy-6-(3-pyridyl)pyridine